C(#N)C=1C=C(C=CC1)[C@]1(OCC1)CNC(=O)C1CC12CCOCC2 N-[[(2S)-2-(3-cyanophenyl)oxetan-2-yl]methyl]-6-oxaspiro[2.5]octane-2-carboxamide